O[C@@H](C=1N(C=2C(=C3CC[C@@H](N(C3=CC2)C(=O)OC)C)N1)[C@H]1C[C@@H](CCC1)C(=O)O)C1=CC=CC=C1 (1R,3R)-3-[(7S)-2-[(R)-hydroxy(phenyl)methyl]-6-(methoxycarbonyl)-7-methyl-3H,6H,7H,8H,9H-imidazo-[4,5-f]-quinolin-3-yl]cyclohexane-1-carboxylic acid